C(#N)CC(=O)N1CC[C@H](C1)C (3R,4R)-1-(cyanoacetyl)-4-methylpyrrolidin